CC(C)(C)[S@@](=O)N[C@@H]1[C@@H](OCC12CCN(CC2)C=2N(C(C(=CN2)SC2=C1C(=NC=C2)N(C=C1)C)=O)C)C (R)-2-methyl-N-((3S,4S)-3-methyl-8-(1-methyl-5-((1-methyl-1H-pyrrolo[2,3-b]pyridin-4-yl)thio)-6-oxo-1,6-dihydropyrimidin-2-yl)-2-oxa-8-azaspiro[4.5]decan-4-yl)propane-2-sulfinamide